2-amino-1-(5-methoxypyridin-3-yl)ethan-1-ol NCC(O)C=1C=NC=C(C1)OC